(Ra)-6-(4-Chloro-1-(4-(cyclopent-1-en-1-yl)-3-fluorobenzyl)-1H-indazol-7-carboxamido)-spiro[3.3]heptan ClC1=C2C=NN(C2=C(C=C1)C(=O)NC1CC2(CCC2)C1)CC1=CC(=C(C=C1)C1=CCCC1)F